5-bromo-2-methyl-2,3-dihydro-1-benzofuran BrC=1C=CC2=C(CC(O2)C)C1